N-(1-(azetidin-3-yl)-3-(5-(cyclopropylsulfonyl)-2-(difluoromethoxy)phenyl)-1H-pyrazol-4-yl)pyrazolo[1,5-a]pyrimidine-3-carboxamide N1CC(C1)N1N=C(C(=C1)NC(=O)C=1C=NN2C1N=CC=C2)C2=C(C=CC(=C2)S(=O)(=O)C2CC2)OC(F)F